FC1(CN(CC1)C(=O)C=1C=CC=C2C(=NC=NC12)N[C@H](CN1CCN(CC1)S(=O)(=O)C1=C(N=C(S1)NC(OC)=O)C)C)F methyl N-[5-({4-[(2S)-2-{[8-(3,3-difluoropyrrolidine-1-carbonyl)quinazolin-4-yl]amino}propyl]piperazin-1-yl} sulfonyl)-4-methyl-1,3-thiazol-2-yl]carbamate